P(O\C=C\[C@H]1O[C@H]([C@@H]([C@@H]1O)SCC)N1C(N(C(C=C1)=O)C(C1=CC=CC=C1)=O)=O)([O-])=O ((E)-2-((2R,3R,4R,5R)-5-(3-benzoyl-2,4-dioxo-3,4-dihydropyrimidin-1(2H)-yl)-4-(ethylthio)-3-hydroxytetrahydrofuran-2-yl) vinyl) phosphonate